2-(2-chloro-6-fluorophenyl)-6-(4-ethyl-3-(hydroxymethyl)-5-oxo-4,5-dihydro-1H-1,2,4-triazol-1-yl)-4-(prop-1-en-2-yl)isoquinolin-1(2H)-one ClC1=C(C(=CC=C1)F)N1C(C2=CC=C(C=C2C(=C1)C(=C)C)N1N=C(N(C1=O)CC)CO)=O